BrC1=CC(=C(C(=C1)I)C=O)[N+](=O)[O-] 4-bromo-6-iodo-2-nitrobenzene-1-carbaldehyde